BrC=1C(=C(C2=CC=CC=C2C1)C1=C(C(=CC2=CC=CC=C12)Br)OCC)OCC 3,3'-dibromo-2,2'-diethoxy-1,1'-binaphthyl